OCC12CCC(CC1)(C2)O 4-(hydroxymethyl)bicyclo(2.2.1)heptan-1-ol